4-(((2-chloro-5-nitropyridin-4-yl)amino)methyl)piperidine-1-carboxylic acid tert-butyl ester C(C)(C)(C)OC(=O)N1CCC(CC1)CNC1=CC(=NC=C1[N+](=O)[O-])Cl